4-(3-(4-aminophenyl)imidazo[1,2-a]pyridin-7-yl)-3,6-dihydropyridine-1(2H)-carboxylic acid tert-butyl ester C(C)(C)(C)OC(=O)N1CCC(=CC1)C1=CC=2N(C=C1)C(=CN2)C2=CC=C(C=C2)N